N-((1,2,3,5,6,7-hexahydro-s-indacen-4-yl)carbamoyl)-9-oxo-6,7,8,9-tetrahydro-5H-5,8-ethanobenzo[7]annulene-2-sulfonamide C1CCC2=C(C=3CCCC3C=C12)NC(=O)NS(=O)(=O)C=1C=CC2=C(C(C3CCC2CC3)=O)C1